CC(=O)CC=1C(NC(N([C@H]2[C@H](O)[C@H](O)[C@@H](CO)O2)C1)=O)=O 5-methylcarbonylmethyluridine